6-(4-nitropyrazol-1-yl)-2-azaspiro[3.3]heptane [N+](=O)([O-])C=1C=NN(C1)C1CC2(CNC2)C1